(5-methoxybenzo[d]oxazol-2-yl)-N1-(methyl-d3)-2,7-naphthyridine-1,6-diamine COC=1C=CC2=C(N=C(O2)C=2N=C(C3=CN=C(C=C3C2)N)NC([2H])([2H])[2H])C1